CC(C)(COP(=O)([O-])[O-])[C@H](C(=O)NCCC(=O)N[C@@H](CS)C(=O)[O-])O The molecule is trianion of N-[(R)-4-phosphopantothenoyl]-L-cysteine arising from deprotonation of carboxylic acid and phosphate functions. It has a role as a human metabolite and a Saccharomyces cerevisiae metabolite. It is a conjugate base of a N-[(R)-4-phosphopantothenoyl]-L-cysteine.